ClC1=C(C=CC=C1C1=C(C(=NC=C1)C1=CC(=C(C=C1)CN(C)C)OC)Cl)C1=CC=C(C(=N1)OC)CN(C)C 1-(6-(2-chloro-3-(3-chloro-2-(4-((dimethylamino)methyl)-3-methoxyphenyl)pyridin-4-yl)phenyl)-2-methoxypyridin-3-yl)-N,N-dimethylmethanamine